2-(1-hydroxy-3,3-dimethyl-1,3-dihydrobenzo[c][1,2]oxaborol-5-yl)-3,5,7,8-tetrahydro-4H-thiopyrano[4,3-d]pyrimidin OB1OC(C2=C1C=CC(=C2)C=2NCC1=C(N2)CCSC1)(C)C